3-(2-(4-((2-(dimethylamino)ethyl)(methyl)amino)-2-methoxy-5-nitrophenylamino)pyrimidin-4-yl)benzo[d]oxazol-2(3H)-one CN(CCN(C1=CC(=C(C=C1[N+](=O)[O-])NC1=NC=CC(=N1)N1C(OC2=C1C=CC=C2)=O)OC)C)C